6-((2-bromo-6-chloro-1-(1-ethyl-1H-pyrazol-4-yl)-7-fluoro-1H-indol-3-yl)thio)picolinic acid BrC=1N(C2=C(C(=CC=C2C1SC1=CC=CC(=N1)C(=O)O)Cl)F)C=1C=NN(C1)CC